Methyl 2-[5-bromo-2-methoxy-4-[2-oxo-2-[[2-[[1-(trifluoromethyl) cyclopropyl] carbamoyl]-4-pyridinyl] amino] ethyl] phenyl]-2-methyl-propanoate BrC=1C(=CC(=C(C1)C(C(=O)OC)(C)C)OC)CC(NC1=CC(=NC=C1)C(NC1(CC1)C(F)(F)F)=O)=O